CC(CCNC(=O)NC1=C(C=C(C(=C1)NC1=CC2=C(N=C(N=C2)NC)N2C1=NCC2)C)F)(C)C 1-(3,3-dimethylbutyl)-3-(2-fluoro-4-methyl-5-((2-(methylamino)-8,9-dihydroimidazo[1',2':1,6]pyrido[2,3-d]pyrimidin-6-yl)amino)phenyl)urea